FC1=C(C=C(C(=O)O)C=C1)C1=NC(=C(N=C1)OC)C(N[C@@H]1C2CCC([C@@H]1C(NC1=CC(=C(C=C1)F)C(F)(F)F)=O)C2=C(C)C)=O 4-Fluoro-3-(6-{[(2R,3S)-3-{[4-fluoro-3-(trifluoromethyl)phenyl]carbamoyl}-7-(propan-2-ylidene)bicyclo[2.2.1]heptan-2-yl]carbamoyl}-5-methoxypyrazin-2-yl)benzoic acid